1-[bis(2-ethylhexyl)aminomethyl]-4-methyl-1H-benzotriazole C(C)C(CN(CC(CCCC)CC)CN1N=NC2=C1C=CC=C2C)CCCC